N1(CCCC1)S(=O)(N)=N pyrrolidine-1-sulfonimidamide